BrC=1C=CC(=C(C1)CNC(OC(C)(C)C)=O)Cl tert-butyl N-[(5-bromo-2-chloro-phenyl) methyl]carbamate